CC(=C(CCC)O)O 2-hexene-2,3-diol